COC(C1=C(C=C(C=C1)C)C(SC)=N)=O (imino(methylsulfanyl)methyl)-4-methylbenzoic acid methyl ester